S(=O)(=O)(O)O.[O-2].[Mg+2] magnesium oxide sulphate